5-(1-aminoisoquinolin-7-yl)-3-(2-(2-ethoxy-2-oxoethyl)-3-methylphenoxy)-2,3-dihydrospiro[indene-1,4'-piperidine]-1'-carboxylic acid isopropyl ester C(C)(C)OC(=O)N1CCC2(CC1)CC(C1=CC(=CC=C12)C1=CC=C2C=CN=C(C2=C1)N)OC1=C(C(=CC=C1)C)CC(=O)OCC